(2-pentyl) pyrophosphate O(P([O-])(=O)OP(=O)([O-])[O-])C(C)CCC